ClC=1C=C(C=CC1F)C1=NOC(=N1)[C@H](C)N (1S)-1-[3-(3-chloro-4-fluoro-phenyl)-1,2,4-oxadiazol-5-yl]ethanamine